FC1=CC=C2C=C(N=CC2=C1N)N 7-fluoro-isoQuinoline-3,8-diamine